NCC1CCC(CC1)C1=CC(=[N+](C(=C1)C)[O-])C 4-(4-(aminomethyl)cyclohexyl)-2,6-dimethylpyridine oxide